tert-butyl-(S)-4-(7-bromo-2-chloro-6,8-difluoroquinazolin-4-yl)-2-(cyanomethyl)piperazine-1-carboxylic acid C(C)(C)(C)[C@@]1(N(CCN(C1)C1=NC(=NC2=C(C(=C(C=C12)F)Br)F)Cl)C(=O)O)CC#N